N[C@@H]1CN(C[C@@H]1NC(=O)OCC(Cl)(Cl)Cl)C(=O)OC(C)(C)C tert-butyl (3R,4S)-3-amino-4-(((2,2,2-trichloroeth-oxy)carbonyl)amino)pyrrolidine-1-carboxylate